(R)-5-(3-((tert-Butoxycarbonyl)amino)-3H-spiro[benzofuran-2,4'-piperidine]-1'-yl)pyrazine-2-thiol sodium [Na].C(C)(C)(C)OC(=O)N[C@@H]1C2=C(OC13CCN(CC3)C=3N=CC(=NC3)S)C=CC=C2